C(CCC)C1=CC(C=C1)[Si]([Si](C)(C)C1C=CC2=CC=CC=C12)(C)C 1-(3-butylcyclopent-2,4-dien-1-yl)-2-(1H-inden-1-yl)-1,1,2,2-tetramethyldisilane